Cl.Cl.C1=NC=CC2=C(C=CC=C12)NC(=O)[C@H]1CNC[C@H]1C1=CC=CC=C1 (3R,4R)-N-(isoquinolin-5-yl)-4-phenylpyrrolidine-3-carboxamide dihydrochloride